(R)-2-chloro-6-(4-ethylpiperazin-1-yl)-7-methyl-N-(1-(3-nitro-5-(trifluoromethyl)phenyl)ethyl)quinazolin-4-amine ClC1=NC2=CC(=C(C=C2C(=N1)N[C@H](C)C1=CC(=CC(=C1)C(F)(F)F)[N+](=O)[O-])N1CCN(CC1)CC)C